3-(2-benzyloxy-3,4-difluoro-phenyl)-4,5-dimethyl-5-(trifluoromethyl)tetrahydrofuran-2-carboxylate C(C1=CC=CC=C1)OC1=C(C=CC(=C1F)F)C1C(OC(C1C)(C(F)(F)F)C)C(=O)[O-]